hexane-1,6-diyl-bis[3-(3,5-di-t-butyl-4-hydroxyphenyl)propionamide] C(CCCCCC(C(=O)N)CC1=CC(=C(C(=C1)C(C)(C)C)O)C(C)(C)C)C(C(=O)N)CC1=CC(=C(C(=C1)C(C)(C)C)O)C(C)(C)C